5-acetyl-6-methyl-2-(1-methyl-1H-pyrazol-3-yl)indolizine-7-carboxylic acid ethyl ester C(C)OC(=O)C=1C(=C(N2C=C(C=C2C1)C1=NN(C=C1)C)C(C)=O)C